CC1=C(SC=2N=C(N(C(C21)=O)C2=CC=CC=C2)SCC(=O)C2=CC=C(C=C2)[N+](=O)[O-])C 5,6-dimethyl-2-{[2-(4-nitrophenyl)-2-oxoethyl]thio}-3-phenylthieno[2,3-d]pyrimidin-4(3H)-one